phenyl-1',5',10',10a'-tetrahydro-3'H-spiro[cycloheptane-1,2'-pyrrolo[1,2-b]cinnoline]-3'-one C1(=CC=CC=C1)C1C2(C(N3NC=4C=CC=CC4CC31)=O)CCCCCC2